3-[3-(benzyloxy)propyl]-7-(1H-pyrazol-3-yl)quinolin-2-amine C(C1=CC=CC=C1)OCCCC=1C(=NC2=CC(=CC=C2C1)C1=NNC=C1)N